COC=1C=C(C=NC1)CCNS(=O)(=O)C=1C=CC2=C(C(=C(O2)C(=O)O)C)C1 5-(N-(2-(5-methoxypyridin-3-yl)ethyl)sulfamoyl)-3-methylbenzofuran-2-carboxylic acid